N-(4-(2-amino-1-((3,5-dicyano-6-(4-(dimethylamino)piperidin-1-yl)-4-ethylpyridin-2-yl)thio)-2-oxoethyl)-2-fluorophenyl)acrylamide NC(C(SC1=NC(=C(C(=C1C#N)CC)C#N)N1CCC(CC1)N(C)C)C1=CC(=C(C=C1)NC(C=C)=O)F)=O